[Na+].N(=NOC([O-])=O)OC([O-])=O.[Na+] azodicarbonic acid sodium salt